5-ethoxy-7,7-dimethyl-7H-indeno[2,1-c]isoquinoline C(C)OC1=NC2=C(C3=CC=CC=C13)C1=CC=CC=C1C2(C)C